(1-(Methylsulfonyl)piperidin-4-yl)methyl 4-methylbenzenesulfonate CC1=CC=C(C=C1)S(=O)(=O)OCC1CCN(CC1)S(=O)(=O)C